NCCCN1N=C(C(=C1C(=O)OCC)Cl)C(=O)OCC diethyl 1-(3-aminopropyl)-4-chloro-pyrazole-3,5-dicarboxylate